N,N'-ethylene-bis-oleamide C(CNC(CCCCCCC\C=C/CCCCCCCC)=O)NC(CCCCCCC\C=C/CCCCCCCC)=O